CO[C@@H]1CO[C@H]2[C@@H]1OC[C@@H]2O (3S,3aR,6R,6aR)-6-methoxyhexahydrofuro[3,2-B]furan-3-ol